FC=1C=CC(=C(OCCC=2C(=NN(C2C)C)CO)C1)C=1C=CC=2N(C1)C(=CN2)CCNC {4-[2-(5-fluoro-2-{3-[2-(methylamino)ethyl]imidazo[1,2-a]pyridin-6-yl}phenoxy)ethyl]-1,5-dimethyl-1H-pyrazol-3-yl}methanol